C(C1=CC=CC=C1)(=O)C1=CC=C(OC(CC=C(C(=O)O)C)=O)C=C1.C(C(=C)C)(=O)OCC(=O)OC1=CC=C(C=C1)C(C1=CC=CC=C1)=O 2-(4-benzoylphenoxy)-2-oxoethyl methacrylate (2-(4-benzoylphenoxy)-2-oxoethyl methacrylate)